CC1=NN=C(C2=CC(=CC=C12)N1CCN(CC1)C(=O)OC(C)(C)C)N[C@H](C)C1=C(C(=CC=C1)C(F)(F)F)C (R)-tert-butyl 4-(1-methyl-4-((1-(2-methyl-3-(trifluoromethyl)-phenyl)ethyl)amino)phthalazin-6-yl)piperazine-1-carboxylate